ethoxyl-pyran O(CC)C1OC=CC=C1